(1r,5s)-3-(7-(3-(bis(4-methoxybenzyl)amino)-5-chloro-2-fluorophenyl)-2,6,8-trifluoroquinazolin-4-yl)-3,8-diazabicyclo[3.2.1]Octane-8-carboxylic acid tert-butyl ester C(C)(C)(C)OC(=O)N1[C@H]2CN(C[C@@H]1CC2)C2=NC(=NC1=C(C(=C(C=C21)F)C2=C(C(=CC(=C2)Cl)N(CC2=CC=C(C=C2)OC)CC2=CC=C(C=C2)OC)F)F)F